N[C@H](C(=O)OC)[C@@H]1CC(CCC1)O Methyl (2S)-amino[(1S)-3-hydroxycyclohexyl]acetate